N-[(1S)-1-(dicyclopropylmethyl)-2-[[5-(3,5-dimethyl-1H-pyrazol-4-yl)-6-fluoro-2-pyridyl]amino]-2-oxo-ethyl]-2-(2,2-difluoro-1-methyl-ethyl)pyrazole-3-carboxamide C1(CC1)C([C@@H](C(=O)NC1=NC(=C(C=C1)C=1C(=NNC1C)C)F)NC(=O)C=1N(N=CC1)C(C(F)F)C)C1CC1